1-[(3R*,4S*)-3-(2,6-difluoro-4-methoxyphenyl)-5-(phenylamino)-3,4-dihydro-2H-pyrrol-4-yl]-3-(4-fluorophenyl)urea FC1=C(C(=CC(=C1)OC)F)[C@@H]1CN=C([C@H]1NC(=O)NC1=CC=C(C=C1)F)NC1=CC=CC=C1 |o1:10,14|